CN1[C@@](CCC1)(C(=O)O)CC N-methylethyl-proline